4-((2s,4s)-2-(1,3,4-oxadiazol-2-yl)-6,9-dioxo-5-(4-(trifluoromethyl)benzyl)-5,8-diazaspiro[3.5]nonan-8-yl)-3-fluorobenzonitrile O1C(=NN=C1)C1CC2(C1)N(C(CN(C2=O)C2=C(C=C(C#N)C=C2)F)=O)CC2=CC=C(C=C2)C(F)(F)F